1-(4-(5-methylbenzo[d]thiazol-2-yl)benzyl)piperidin CC=1C=CC2=C(N=C(S2)C2=CC=C(CN3CCCCC3)C=C2)C1